C(C)(=O)OC1=CC(=CC=2C(C3=CC=CC=C3C(C12)=O)=O)C(=O)O 4-acetoxy-9,10-dioxo-9,10-dihydroanthracene-2-carboxylic acid